tert-butyl-dimethyl-[(4-methyl-6,7-dihydro-5H-cyclopenta[b]pyridin-6-yl)methoxy]silane C(C)(C)(C)[Si](OCC1CC=2C(=NC=CC2C)C1)(C)C